CN1N=CC(=C1)C=1C=C(C(=O)NC=2N(C=C(N2)CCC(N2CCNCC2)=O)C2=CC=CC=C2)C=CC1 3-(1-methyl-1H-pyrazol-4-yl)-N-(4-(3-oxo-3-(piperazin-1-yl)propyl)-1-phenyl-1H-imidazol-2-yl)benzamide